(Z)-1-(4-amino-2-fluoro-but-2-en-1-yl)-4-(3-(N,N-dimethylsulfamoyl)phenyl)-N,N,2-trimethyl-1H-benzo[d]imidazole-6-carboxamide hydrochloride Cl.NC\C=C(\CN1C(=NC2=C1C=C(C=C2C2=CC(=CC=C2)S(N(C)C)(=O)=O)C(=O)N(C)C)C)/F